COC=1C=C(C=C(C1C(NCC(F)(F)F)=O)OC)C1=CN=C2N1C=CC(=C2)C=2C=NC=CC2C(=O)N 3-[3-[3,5-dimethoxy-4-(2,2,2-trifluoroethyl-carbamoyl)phenyl]imidazo[1,2-a]pyridin-7-yl]pyridine-4-carboxamide